methyl-4-amino-1,3-dihydrofuran CC1OC=C(C1)N